IC1=C(C(=O)O)C=C(C=C1I)I L-2,3,5-Triiodobenzoic acid